butyl (2'-chloro-2,5-difluoro-[3,4'-bipyridin]-3'-yl)carbamate ClC1=NC=CC(=C1NC(OCCCC)=O)C=1C(=NC=C(C1)F)F